methyl-(Z)-docos-13-enoyl L-tryptophanate N[C@@H](CC1=CNC2=CC=CC=C12)C(=O)OC(C(CCCCCCCCCC\C=C/CCCCCCCC)C)=O